C(C1=CC=CC=C1)(C1=CC=CC=C1)N1CCN(CCC1)C(=O)C=1C=C2CN(C(C2=C(C1)F)=O)C1C(NC(CC1)=O)=O 3-(5-(4-benzhydryl-1,4-diazepane-1-carbonyl)-7-fluoro-1-oxoisoindolin-2-yl)piperidine-2,6-dione